CC=1C=CC=2N(C3=CC=C(C=C3C2C1)C)C=1C=C(C=CC1)C1=C(C(=C(C(=C1C1=CC(=CC=C1)N1C2=CC=C(C=C2C=2C=C(C=CC12)C)C)C1=NC(=CC=C1)C)C1=CC(=CC=C1)N1C2=CC=C(C=C2C=2C=C(C=CC12)C)C)C#N)C1=CC(=CC=C1)N1C2=CC=C(C=C2C=2C=C(C=CC12)C)C 3,3''-bis(3,6-dimethyl-9H-carbazol-9-yl)-4',6'-bis(3-(3,6-dimethyl-9H-carbazol-9-yl)phenyl)-5'-(6-methylpyridin-2-yl)-[1,1':2',1''-terphenyl]-3'-carbonitrile